FC(S(=O)(=O)[O-])(F)F.C1(=CC=C(C=C1)[I+]C1=CC=C(C=C1)C)C di-p-tolyl-iodonium trifluoromethanesulfonate